ClC=1C=C(C=C(C1)NC1C(NC(CC1)=O)=O)N1CCN(CC1)C(=O)OC(C)(C)C tert-butyl 4-(3-chloro-5-((2,6-dioxopiperidin-3-yl)amino)phenyl)piperazine-1-carboxylate